NC=1C(=CC(=NC1)C1=NC=NN1COCC[Si](C)(C)C)NC1CC(CC(C1)OC)NC(OC(C)(C)C)=O tert-butyl (3-((5-amino-2-(1-((2-(trimethylsilyl)ethoxy)methyl)-1H-1,2,4-triazol-5-yl)pyridin-4-yl)amino)-5-methoxycyclohexyl)carbamate